CC(=CC=CCC)C 4-methyl-ethyl-1,3-pentadiene